(S)-7-(4-(2-((2-oxaspiro[3.3]heptan-6-yl)oxy)-5-fluorophenyl)piperidin-1-yl)-N-hydroxy-5-oxa-2-azaspiro[3.4]octane-2-carboxylic acid imide C1OCC12CC(C2)OC2=C(C=C(C=C2)F)C2CCN(CC2)[C@@H]2COC1(CN(C1)C(O)=NO)C2